4-((1H-Indol-6-yl)amino)-N-(4-(4-methylpiperazin-1-yl)phenyl)-2-oxo-1,2-dihydropyridine-3-carboxamide N1C=CC2=CC=C(C=C12)NC1=C(C(NC=C1)=O)C(=O)NC1=CC=C(C=C1)N1CCN(CC1)C